N-[(1S)-1-[[(3-amino-3-oxo-propyl)-[(2R)-2-chloro-2-fluoro-acetyl]amino]carbamoyl]-3-methyl-butyl]-5-chloro-1H-indole-2-carboxamide NC(CCN(C([C@H](F)Cl)=O)NC(=O)[C@H](CC(C)C)NC(=O)C=1NC2=CC=C(C=C2C1)Cl)=O